ClC(CCCCC(=O)OC)CCCl methyl 6,8-dichlorooctanoate